C(#N)[C@@H]1CN(CC1)C1=C(C(=O)NC2=CC(=NC=C2)S(N)(=O)=O)C=C(C=N1)C(F)(F)F |o1:2| (S or R)-2-(3-cyanopyrrolidin-1-yl)-N-(2-sulfamoylpyridin-4-yl)-5-(trifluoromethyl)-nicotinamide